BrC=1C(=NC(=NC1)N)SC 5-bromo-4-(methylthio)pyrimidin-2-amine